2,5-bis(4-(trifluoromethyl)phenyl)thieno[3,2-b]thiophene FC(C1=CC=C(C=C1)C1=CC2=C(S1)C=C(S2)C2=CC=C(C=C2)C(F)(F)F)(F)F